ClC1=CC(=C(C=C1)C1CCC(CC1)=O)F 4-(4-chloro-2-fluorophenyl)cyclohexan-1-one